5alpha-cholesta-9(11)-en CC(C)CCC[C@@H](C)[C@H]1CC[C@H]2[C@@H]3CC[C@H]4CCCC[C@]4(C)C3=CC[C@]12C